N-[(1S)-2-[[5-[3,5-dimethyl-1-(2-trimethylsilylethoxymethyl)pyrazol-4-yl]-6-fluoro-2-pyridyl]amino]-1-(4-methylcyclohexyl)-2-oxo-ethyl]-2-ethyl-pyrazole-3-carboxamide CC1=NN(C(=C1C=1C=CC(=NC1F)NC([C@H](C1CCC(CC1)C)NC(=O)C=1N(N=CC1)CC)=O)C)COCC[Si](C)(C)C